2,4-dimethyl-6-(tert-pentyl)phenol CC1=C(C(=CC(=C1)C)C(C)(C)CC)O